C(C)(C)NC1=NC2=CC=CN=C2C=C1C(=O)N isopropylamino-1,5-naphthyridine-3-carboxamide